C(C)(C)(C)OC(NC1CCC(CC1)OC=1C=CC2=C(CC(C=3C(=NC=NC23)N)(C)C)C1N1CC(CC1)C(N)=O)=O.SCC1=C(C=C(C=C1)CS)CS 1,2,4-tris(mercaptomethyl)benzene tert-butyl-N-[4-[[4-amino-7-(3-carbamoylpyrrolidin-1-yl)-5,5-dimethyl-6H-benzo[h]quinazolin-8-yl]oxy]cyclohexyl]carbamate